((R)-1-((R)-5-isopropyl-3-(isoquinolin-1-yl)-4,5-dihydroisoxazole-5-carboxamido)-3-Methylbutyl)boronic acid C(C)(C)[C@]1(CC(=NO1)C1=NC=CC2=CC=CC=C12)C(=O)N[C@@H](CC(C)C)B(O)O